C1(=CC=CC=C1)C1=NC(=NC(=C1)C1=CC=CC=C1)C=1C=C(C=C(C1)N1C2=CC=C(C=C2C=2C=C(C=CC12)C=1C=CC2=C(OC3=C2C=CC=C3)C1)C=1C=CC3=C(OC2=C3C=CC=C2)C1)N1C2=CC=C(C=C2C=2C=C(C=CC12)C=1C=CC2=C(OC3=C2C=CC=C3)C1)C=1C=CC3=C(OC2=C3C=CC=C2)C1 9,9'-(5-(4,6-diphenylpyrimidin-2-yl)-1,3-phenylene)bis(3,6-bis(dibenzo[b,d]furan-3-yl)-9H-carbazole)